tert-butyl (2R,4R)-2-(cyanomethyl)-4-{(ethanesulfonyl)[(4-methoxyphenyl)methyl]amino}-3,3-difluoropyrrolidine-1-carboxylate C(#N)C[C@H]1N(C[C@H](C1(F)F)N(CC1=CC=C(C=C1)OC)S(=O)(=O)CC)C(=O)OC(C)(C)C